1-(trifluoromethyl)-N-(5-{1-[4-(trifluoromethyl)phenyl]-1H-pyrazol-4-yl}-1H-indol-3-yl)cyclopropane-1-carboxamide FC(C1(CC1)C(=O)NC1=CNC2=CC=C(C=C12)C=1C=NN(C1)C1=CC=C(C=C1)C(F)(F)F)(F)F